6-(3-hydroxy-4-{3-[(3R,5S)-3,4,5-trimethylpiperazin-1-yl]-1,2,4-triazin-6-yl}phenyl)-2-methylimidazo[1,2-b]pyridazine-8-carbonitrile OC=1C=C(C=CC1C1=CN=C(N=N1)N1C[C@H](N([C@H](C1)C)C)C)C=1C=C(C=2N(N1)C=C(N2)C)C#N